C(#N)[C@H](C[C@@H]1C(NCC1)=O)NC(=O)[C@@H]1N(C[C@H]2[C@@H]1CC(C2)(F)F)C(=O)C=2NC1=CC=CC(=C1C2)OC (1R,3aR,6aS)-N-((S)-1-cyano-2-((R)-2-oxopyrrolidin-3-yl)ethyl)-2-(4-methoxy-1H-indole-2-carbonyl)-5,5-difluorooctahydrocyclopenta[c]pyrrole-1-carboxamide